C(#N)C1=CNC2=C(C=CC(=C12)C)NS(=O)(=O)C=1SC=C(N1)C(=O)O 2-[(3-cyano-4-methyl-1H-indol-7-yl)sulfamoyl]-1,3-thiazole-4-carboxylic acid